tert-butyl (2R,6S)-4-(3-(2,2-dibromovinyl)phenyl)-2,6-dimethylpiperazin-1-carboxylate BrC(=CC=1C=C(C=CC1)N1C[C@H](N([C@H](C1)C)C(=O)OC(C)(C)C)C)Br